4-(4-(hydroxymethyl)phenoxy)phthalonitrile OCC1=CC=C(OC=2C=C(C(C#N)=CC2)C#N)C=C1